(E)-4-(2,5-dibromophenyl)-4-oxobut-2-enoic Acid BrC1=C(C=C(C=C1)Br)C(/C=C/C(=O)O)=O